FC1=C(C(=CC(=C1)C1=NC(=CC(=N1)OCC(C)C)C)F)N1CCCC1 1-[2,6-difluoro-4-(4-isobutoxy-6-methyl-pyrimidin-2-yl)-phenyl]Pyrrolidine